[3-(aminomethyl)-2-fluoro-6-(trifluoromethyl)phenyl]-6-(trifluoromethyl)pyrimidin-4(3H)-one NCC=1C(=C(C(=CC1)C(F)(F)F)C1=NC(=CC(N1)=O)C(F)(F)F)F